C(C)(C)(C)C1=CC=CC2=C1N=C(S2)SN tertiary butyl-2-benzothiazolesulfenamide